C(C)(C)(C)N(C(O)=O)CCOCCNC(C1=CC=C(C=C1)CN1C2=NC(=NC(=C2N=C1O)N)OCCCC)=O.C(CCC)(=O)O Butyric acid tert-Butyl-(2-(2-(4-((6-amino-2-butoxy-8-hydroxy-9H-purin-9-yl)methyl)benzamido)ethoxy)ethyl)carbamate